C(=C)[Si](C=CCCC)(C=CCCC)C=CCCC vinyl-tri(beta-methylethylvinyl)silane